2,7-di-tert-butyl-9H-fluorenone C(C)(C)(C)C1C(C=2CC3=CC(=CC=C3C2C=C1)C(C)(C)C)=O